C(C1=CC=CC=C1)OC(NC1=CC(=C(C=C1)N1CC2CCC(C1)O2)F)=O 4-(8-oxa-3-aza-bicyclo[3.2.1]oct-3-yl)-3-fluorophenylcarbamic acid benzyl ester